CN1N=NC(=C1)C(=O)NC1=CNC2=CC=C(C=C12)OCCC1=CC=C(C=C1)C(F)(F)F 1-methyl-N-(5-(4-(trifluoromethyl)phenethoxy)-1H-indol-3-yl)-1H-1,2,3-triazole-4-carboxamide